O=C1NC(CCC1N1C(C2=CC=C(C=C2C1)N1CCN(CC1)CCC1CCN(CC1)C(=O)OC(C)(C)C)=O)=O tert-butyl 4-(2-(4-(2-(2,6-dioxopiperidin-3-yl)-1-oxoisoindolin-5-yl)piperazin-1-yl)ethyl)piperidine-1-carboxylate